CC1=CC(=CC(=C1)C=C)C 1,3-dimethyl-5-vinylbenzene